FC(C(=O)O)(F)F.NCC1[C@@H]2CN(C[C@H]12)C=1N=CC(=NC1)C=1C=2N(C=C(C1)C=1C=NN(C1)C)N=CC2C#N 4-(5-((1R,5S,6s)-6-(aminomethyl)-3-azabicyclo[3.1.0]hexan-3-yl)pyrazin-2-yl)-6-(1-methyl-1H-pyrazol-4-yl)pyrazolo[1,5-a]pyridine-3-carbonitrile trifluoroacetate